C1(CCCCC1)CCCCCCCO 7-cyclohexylheptyl alcohol